3-(3-bromophenyl)-1-methyl-pyrazole BrC=1C=C(C=CC1)C1=NN(C=C1)C